N[C@H](C(=O)O)CC=1N=CSC1 (S)-2-Amino-3-(1,3-thiazol-4-yl)propanoic acid